CN1N=C(C2=CC(=CC=C12)C(C)N[S@](=O)C(C)(C)C)C (R)-N-(1-(1,3-dimethyl-1H-indazol-5-yl)ethyl)-2-methylpropane-2-sulfinamide